(1H-benzo[d][1,2,3]triazol-1-yl)(phenyl)methanone N1(N=NC2=C1C=CC=C2)C(=O)C2=CC=CC=C2